NC1=C(C=2C(=NC=CN2)N1C1=C(C(=CC=C1C)O)C)C(=O)C=1NC2=CC=C(C=C2C1)N1CCN(CC1)C (R)-(6-amino-5-(3-hydroxy-2,6-dimethylphenyl)-5H-pyrrolo[2,3-b]pyrazin-7-yl)(5-(4-methylpiperazin-1-yl)-1H-indol-2-yl)methanone